ClCC1N=NC(N1)=O 3-(chloromethyl)-1,2,4-triazolin-5-one